4-(4-(dimethylamino)-8-fluoro-2-(((2R,7aS)-2-fluorotetrahydro-1H-pyrrolizin-7a(5H)-yl)methoxy)quinazolin-7-yl)-5-ethyl-6-fluoronaphthalen-2-ol CN(C1=NC(=NC2=C(C(=CC=C12)C1=CC(=CC2=CC=C(C(=C12)CC)F)O)F)OC[C@]12CCCN2C[C@@H](C1)F)C